NC([C@H]([C@H](CC)C)NC(C(CC)(C1=CC=C(C=C1)CC)NC(=O)C=1C=NN2C1N[C@H](CC2(C)C)C2=CC=CC=C2)=O)=O (5R)-N-(1-(((2S,3S)-1-Amino-3-methyl-1-oxopentan-2-yl)amino)-2-(4-ethylphenyl)-1-oxobutan-2-yl)-7,7-dimethyl-5-phenyl-4,5,6,7-tetrahydropyrazolo[1,5-a]pyrimidine-3-carboxamide